FC1(CC(C1)(C1=CC(=CC=C1)[N+](=O)[O-])CC=1N(C(=NN1)S)C)F 5-((3,3-difluoro-1-(3-nitrophenyl)cyclobutyl)methyl)-4-methyl-4H-1,2,4-triazole-3-thiol